(3s,4r)-bis(hydroxymethyl)cyclopentanone OCC1(C(CCC1)=O)CO